NC1=NC(=NC(=C1)N)S 4,6-diamino-2-mercaptopyrimidine